N-(4-(phenanthr-2-yl)phenyl)-[1,1'-biphenyl]-4-amine C1=C(C=CC=2C3=CC=CC=C3C=CC12)C1=CC=C(C=C1)NC1=CC=C(C=C1)C1=CC=CC=C1